(S)-2-allyl-5-((4-((2-hydroxy-1-phenylethyl)amino)-5-(3-(pyridin-2-yl)-1,2,4-oxadiazol-5-yl)pyridin-2-yl)amino)-3,3-dimethylisoindolin-1-one C(C=C)N1C(C2=CC=C(C=C2C1(C)C)NC1=NC=C(C(=C1)N[C@H](CO)C1=CC=CC=C1)C1=NC(=NO1)C1=NC=CC=C1)=O